3-((3-((9-(2-bromo-5-methoxy-4-nitrophenyl)-3,9-diazaspiro[5.5]undecan-3-yl)methyl)phenyl)amino)piperidine-2,6-dione BrC1=C(C=C(C(=C1)[N+](=O)[O-])OC)N1CCC2(CCN(CC2)CC=2C=C(C=CC2)NC2C(NC(CC2)=O)=O)CC1